3-(3-Fluoro-4-(4-methylpiperazin-1-yl)phenyl)-5-(2-fluoro-6-methylphenyl)-1H-pyrazolo[4,3-c]pyridazin-6(5H)-on FC=1C=C(C=CC1N1CCN(CC1)C)C1=NNC=2C1=NN(C(C2)=O)C2=C(C=CC=C2C)F